N-(6-(2,3-dihydrobenzofuran-5-yl)-1H-indazol-3-yl)-4-methylpiperidine-1-carboxamide O1CCC2=C1C=CC(=C2)C2=CC=C1C(=NNC1=C2)NC(=O)N2CCC(CC2)C